NCCN(C1=C(C=C(C=C1)NC1=NC=2N(C(=N1)NC1CC1)N=CC2C#N)C[S@](=O)C)C |r| (±)-2-(4-((2-aminoethyl)(methyl)amino)-3-(methylsulfinylmethyl)phenylamino)-4-(cyclopropylamino)pyrazolo[1,5-a][1,3,5]triazine-8-carbonitrile